7-(1H-benzoimidazol-2-ylamino)-3-cyclopropyl-N-(2-methylpropyl)-8,9-dihydro-7H-cyclopenta[H]isoquinoline-5-sulfonamide N1C(=NC2=C1C=CC=C2)NC2CCC1=C2C=C(C=2C=C(N=CC12)C1CC1)S(=O)(=O)NCC(C)C